1-(3-methoxybicyclo[1.1.1]pentan-1-yl)ethan COC12CC(C1)(C2)CC